(E)-5-(p-acetylbenzoyloxy)-2-pentenyl-p-acetylbenzoate C(C)(=O)C1=CC=C(C(=O)OC=2C(=CC(=C(C(=O)[O-])C2)\C=C\CCC)C(C)=O)C=C1